F[C@H]1[C@@H](CN(CC1)C=1N(C=2C(=NC=C(C2)F)N1)CC=1SC(=NN1)C)N (3R,4R)-4-Fluoro-1-(6-fluoro-1-((5-methyl-1,3,4-thiadiazol-2-yl)methyl)-1H-imidazo[4,5-b]pyridin-2-yl)piperidin-3-amin